C1(CC1)C1=NC=NC(=C1C1=NN2C(N(C(CC2)=O)CC2=C(C(=C(C=C2)C=2N(C=C(N2)C(F)(F)F)C(C)C)F)OC)=N1)OC 2-(4-cyclopropyl-6-methoxypyrimidin-5-yl)-4-(3-fluoro-4-(1-isopropyl-4-(trifluoromethyl)-1H-imidazol-2-yl)-2-methoxybenzyl)-6,7-dihydro[1,2,4]triazolo[1,5-a]pyrimidin-5(4H)-one